COC=1C=CC(=C(C1)C(C(=O)O)C)OCC1=CC(=CC=C1)C=1C=NC=NC1 (5-methoxy-2-((3-(pyrimidin-5-yl)benzyl)oxy)phenyl)propanoic acid